COC(=O)C1CCC(CC1)CC=O 4-(2-oxoethyl)cyclohexane-1-carboxylic acid methyl ester